ClC1=CC=C(C=C1)C1N(CCC(C1)O)C1=NC(=NC(=C1)C1=CC=C(C=C1)Cl)C=1C=NC=CC1 (4-chlorophenyl)-1-(6-(4-chlorophenyl)-2-(pyridin-3-yl)pyrimidin-4-yl)piperidin-4-ol